2-naphthyl-ethanone (1R,3r,5S)-8-methyl-8-azabicyclo[3.2.1]octan-3-yl-(S)-3-hydroxy-2-phenylpropanoate CN1[C@H]2CC(C[C@@H]1CC2)OC([C@H](CO)C2=CC=CC=C2)=O.C2=C(C=CC1=CC=CC=C21)C(C)=O